Cl.C[C@H]1CN(C[C@H](N1)C)C=1N=CC(=NC1)NC(=O)C1=CC=2N(C=C1OCC)N=C(C2)C N-(5-((3S,5R)-3,5-dimethylpiperazin-1-yl)pyrazin-2-yl)-6-ethoxy-2-methylpyrazolo[1,5-a]pyridine-5-carboxamide hydrochloride